(3R,4S)-1-((4-amino-5H-pyrrolo[3,2-d]pyrimidin-7-yl)methyl)-4-((methylsulfanyl)methyl)pyrrolidin-3-ol NC=1C2=C(N=CN1)C(=CN2)CN2C[C@@H]([C@H](C2)CSC)O